4-(4-((4-amino-3-methoxyphenyl)amino)-6-chloro-1,3,5-triazine-2-yl)piperazine-1-carboxylic acid tert-butyl ester C(C)(C)(C)OC(=O)N1CCN(CC1)C1=NC(=NC(=N1)NC1=CC(=C(C=C1)N)OC)Cl